2-(6-{5-chloro-2-[(oxan-4-yl)amino]pyrimidin-4-yl}-1-oxo-2,3-dihydro-1H-isoindol-2-yl)-N-[1-(1,3-dimethyl-1H-pyrazol-4-yl)propan-2-yl]acetamide ClC=1C(=NC(=NC1)NC1CCOCC1)C1=CC=C2CN(C(C2=C1)=O)CC(=O)NC(CC=1C(=NN(C1)C)C)C